COCCC(CC)NC1=NC(=NC=C1C(F)(F)F)NC1=CC2=C(B(OC2)O)C=C1 5-((4-((1-methoxypentan-3-yl)amino)-5-(trifluoromethyl)pyrimidin-2-yl)amino)benzo[c][1,2]oxaborol-1(3H)-ol